O=C1NC(CCC1N1C(C2=CC=C(C=C2C1)NC(=O)N1C2=CC=CC(=C2CC12COC2)F)=O)=O N-(2-(2,6-dioxopiperidin-3-yl)-1-oxoisoindolin-5-yl)-4-fluorospiro[indoline-2,3'-oxetane]-1-carboxamide